N-(2-amino-5-phenyl-4,5,6,7-tetrahydrobenzothiazol-5-yl)carboxamide NC=1SC2=C(N1)CC(CC2)(C2=CC=CC=C2)NC=O